NC=1N=C(SC1C(C1=CC=C(C=C1)OCC(NCC(F)(F)F)=O)=O)N(C1=CC=C(C=C1)F)C(C(=O)N)C (N-[4-amino-5-[4-[2-oxo-2-(2,2,2-trifluoroethylamino)ethoxy]benzoyl]thiazol-2-yl]-4-fluoro-anilino)propanamide